CC1=CC=C(C=C1)S(=O)(=O)OCCOCCOCCN1[C@@H](CN(CC1)C1=CC=C(C=C1)C(NC1=NNC(=C1)CCC1=CC(=CC(=C1)OC)OC)=O)C 2-(2-{2-[(2R)-4-[4-({5-[2-(3,5-dimethoxyphenyl)ethyl]-1H-pyrazol-3-yl}carbamoyl)phenyl]-2-methylpiperazin-1-yl]ethoxy} ethoxy)ethyl 4-methylbenzene-1-sulfonate